1,1-Dioxidoperylo[1,12-BCD]thiophene-3,4,9,10-tetracarboxylic acid O=S1(C2=C3C4=C1C=C(C1=C(C=CC(C=5C=CC(=C(C(=C2)C(=O)O)C53)C(=O)O)=C14)C(=O)O)C(=O)O)=O